BrC=1C(=C(C=CC1)CO)C (3-bromo-2-methylphenyl)methanol